2-(4-bromothieno[2,3-c]pyridin-2-yl)-5-methyl-1,3,4-oxadiazole BrC1=C2C(=CN=C1)SC(=C2)C=2OC(=NN2)C